C1(CCCC1)OC=1C(=C(C(=O)O)C=CC1C(NS(=O)(=O)N1CCCC1)=O)F 3-(cyclopentyloxy)-2-fluoro-4-((pyrrolidin-1-ylsulfonyl)carbamoyl)benzoic acid